FC1=C(C=CC(=N1)C(=O)NC)N1CCN(CC1)CC=1C=CC=2C3=C(C(NC2C1F)=O)C=NN3C 6-fluoro-5-[4-({6-fluoro-1-methyl-4-oxo-5H-pyrazolo[4,3-c]quinolin-7-yl}methyl)piperazin-1-yl]-N-methylpyridine-2-carboxamide